FC(C1=CC=C(C=C1)C1=CC=NN1)(F)F 5-(4-(trifluoromethyl)phenyl)-1H-pyrazol